C1(CC1)C=1C=NN2C1N=C(N=C2NCC2=NN=C(N2)C2=CC=CC=C2)N2CCOCC2 8-cyclopropyl-2-(morpholin-4-yl)-N-[(5-phenyl-4H-1,2,4-triazol-3-yl)methyl]pyrazolo[1,5-a][1,3,5]triazin-4-amine